ClC1=CC(=NC(=C1)OC)B(O)O 4-CHLORO-6-METHOXYPYRIDIN-2-YLBORONIC ACID